2,3,4,5,6-pentabromo-1-(2,3,4,5,6-pentabromophenoxy)benzene BrC1=C(C(=C(C(=C1Br)Br)Br)Br)OC1=C(C(=C(C(=C1Br)Br)Br)Br)Br